N-(5-chloro-2-methoxypyridin-3-yl)-2-fluoro-5-(5-(furan-2-yl)-1,3,4-oxadiazol-2-yl)benzamide ClC=1C=C(C(=NC1)OC)NC(C1=C(C=CC(=C1)C=1OC(=NN1)C=1OC=CC1)F)=O